trans-rac-2,2-Dichloro-N-(4-chloro-3-(2-chloro-2,2-difluoroacetamido)phenyl)-3-(3,5-dichlorophenyl)cyclopropane-1-carboxamide ClC1([C@H]([C@@H]1C1=CC(=CC(=C1)Cl)Cl)C(=O)NC1=CC(=C(C=C1)Cl)NC(C(F)(F)Cl)=O)Cl |r|